[Si](C)(C)(C(C)(C)C)OCCOCCN 2-[2-(tert-butyldimethylsilyloxy)ethoxy]ethanamine